hexadecyl 3-((4-((2-(diethylamino)ethyl)amino)-3-(2-hexyldecanamido)-4-oxobutyl)thio)propanoate C(C)N(CCNC(C(CCSCCC(=O)OCCCCCCCCCCCCCCCC)NC(C(CCCCCCCC)CCCCCC)=O)=O)CC